N1(CCC1)S(=O)(=O)C=1C=C(C(=NC1OC)N1C[C@H](CC1)O)C=1NC2=CC=CC=C2C1 (S)-1-(5-(azetidin-1-ylsulfonyl)-3-(1H-indol-2-yl)-6-methoxypyridin-2-yl)pyrrolidin-3-ol